COC1=CC=C2C(=C(/C(/C2=C1)=C/C1=CC(=CC=C1)COC1=CC=CC=C1)C)CC(=O)O (Z)-2-(6-Methoxy-2-methyl-1-(3-(phenoxymethyl)benzylidene)-1H-inden-3-yl)-acetic acid